N'-[(1Z)-[2-(4,4-difluoropiperidin-1-yl)-5-fluorophenyl]methylidene]-4-methylbenzenesulfonohydrazide FC1(CCN(CC1)C1=C(C=C(C=C1)F)\C=N/NS(=O)(=O)C1=CC=C(C=C1)C)F